p-toluoyl-L-glutamic acid zinc salt [Zn+2].C1(=CC=C(C=C1)C(=O)N[C@@H](CCC(=O)[O-])C(=O)[O-])C